FC1=C(C(=CC=C1)F)C1=CC=CC2=C1C(=NO2)N2C(N1C(=C2)C[C@@H](C1)NS(=O)(=O)C)=O N-{(6S)-2-[4-(2,6-difluorophenyl)-1,2-benzoxazol-3-yl]-3-oxo-2,5,6,7-tetrahydro-3H-pyrrolo[1,2-c]imidazol-6-yl}methanesulfonamide